FC1=CC=C(CN2N=CC(=C2)CNC2=NC=3N([C@H](C(NC3C(=N2)CO)=O)C)C)C=C1 (7S)-2-(((1-(4-fluorobenzyl)-1H-pyrazol-4-yl)methyl)amino)-4-(hydroxymethyl)-7,8-dimethyl-7,8-dihydropteridin-6(5H)-one